C1N(C[C@@H]2[C@H]1CNC2)CC2=CC(=C(C=C2)CN2N=CC=1N=C(N=C(C12)NCC1CC(C1)C1CC1)N)OC 1-[(4-{[(3aR,6aS)-octahydro-pyrrolo[3,4-c]pyrrol-2-yl]methyl}-2-methoxyphenyl)methyl]-N7-[(3-cyclopropylcyclobutyl)methyl]-1H-pyrazolo[4,3-d]pyrimidine-5,7-diamine